4b,9a-dichloro-2,7-difluoro-4b,9,9a,10-tetrahydroindeno[1,2-a]indene ClC12C(CC3=CC(=CC=C13)F)(CC=1C=C(C=CC12)F)Cl